(3R)-1-[(1S,6S)-2,2,6-trimethylcyclohexyl]-3-hexanol CC1([C@H]([C@H](CCC1)C)CC[C@@H](CCC)O)C